NC\C=C(\CN1C=NC2=C1C=C(C=C2C2=CC=C(C=C2)P(=O)(C)C)C(=O)OC)/F methyl (Z)-1-(4-amino-2-fluorobut-2-en-1-yl)-4-(4-(dimethylphosphoryl)phenyl)-1H-benzo[d]imidazol-6-carboxylate